hexyl-cyclopentadienyl-sodium C(CCCCC)C1(C=CC=C1)[Na]